acetic acid 3-(2-(ethyl (isopropyl) amino) ethyl)-1H-indol-6-yl ester C(C)N(CCC1=CNC2=CC(=CC=C12)OC(C)=O)C(C)C